N-lactoyl-Tyrosine C(C(O)C)(=O)N[C@@H](CC1=CC=C(C=C1)O)C(=O)O